FC(C=1C=CC2=C(CC3(OCCO3)C=CN2)C1)(F)F 7-(trifluoromethyl)-1,5-dihydrospiro[1-benzazepine-4,2'-[1,3]dioxolane]